C(C)OC=1C(=CC2=C(NC(=N2)C2=C(C=3C(NC2=O)=CN(N3)C)N[C@@H](C)C3=NC=CC=N3)C1)OC (S)-6-(6-ethoxy-5-methoxy-1H-benzo[d]imidazol-2-yl)-2-methyl-7-((1-(pyrimidin-2-yl)ethyl)amino)-2,4-dihydro-5H-pyrazolo[4,3-b]pyridin-5-one